N1=C(C=CC=C1)C(=O)[O-].N1=C(C=CC=C1)C(=O)[O-].[Co+2] cobalt dipicolinate